2-((7-cyclobutoxy-4-oxo-3,4-dihydrophthalazin-1-yl)methyl)isonicotinic acid C1(CCC1)OC1=CC=C2C(NN=C(C2=C1)CC=1C=C(C(=O)O)C=CN1)=O